rac-N-(2-(5,5-difluorotetrahydro-2H-pyran-2-yl)-4-(2,4,5-trifluorophenyl)pyridin-3-yl)-2-isopropoxy-pyrimidine-5-carboxamide FC1(CC[C@@H](OC1)C1=NC=CC(=C1NC(=O)C=1C=NC(=NC1)OC(C)C)C1=C(C=C(C(=C1)F)F)F)F |r|